OCC[C@]1(CC[C@H]2[C@@H]3CCC4=CCCC[C@]4(C)[C@H]3CC[C@]12C)OC(CC)=O 21-hydroxy-17-(1-oxopropoxy)pregna-4-ene